methyl 4-(bis(4-methoxybenzyl)amino)-1-(2,6-dimethyl-4-(trifluoromethyl)phenyl)-6-oxo-1,6-dihydropyrimidine-5-carboxylate COC1=CC=C(CN(C=2N=CN(C(C2C(=O)OC)=O)C2=C(C=C(C=C2C)C(F)(F)F)C)CC2=CC=C(C=C2)OC)C=C1